[(3S,8S,9S,10R,13R,14S,17R)-10,13-dimethyl-17-[(2R)-6-methylheptan-2-yl]-2,3,4,7,8,9,11,12,14,15,16,17-dodecahydro-1H-cyclopenta[a]phenanthren-3-yl] (Z)-heptadec-9-enoate C(CCCCCCC\C=C/CCCCCCC)(=O)O[C@H]1CC[C@@]2([C@H]3CC[C@@]4([C@H](CC[C@H]4[C@@H]3CC=C2C1)[C@H](C)CCCC(C)C)C)C